zirconium(IV) tetraethoxide [O-]CC.[O-]CC.[O-]CC.[O-]CC.[Zr+4]